C1(CC1)N(C=1C(=CC2=C(N=C(N=C2)C)N1)C(=O)N(C)C)C 7-(cyclopropyl-(methyl)amino)-N,N,2-trimethylpyrido[2,3-d]pyrimidine-6-carboxamide